(3S,4R)-4-((5-fluoro-4-(8-fluoro-2-(1-hydroxyethyl)-3-methylimidazo[1,2-a]pyridin-6-yl)pyrimidin-2-yl)amino)tetrahydro-2H-pyran-3-ol FC=1C(=NC(=NC1)N[C@H]1[C@@H](COCC1)O)C=1C=C(C=2N(C1)C(=C(N2)C(C)O)C)F